(5R)-3-bromo-5-methyl-5-[1-[[4-(trifluoromethyl)phenyl]methyl]-4-piperidyl]-4H-isoxazole BrC1=NO[C@](C1)(C1CCN(CC1)CC1=CC=C(C=C1)C(F)(F)F)C